C(O[C@@]1(C=C[C@@H](C1)N1C=C(C2=C1N=CN=C2Cl)F)C(C)(C)C)([O-])=O tert-butyl-((1S,4R)-4-(4-chloro-5-fluoro-7H-pyrrolo[2,3-d]pyrimidin-7-yl) cyclopent-2-en-1-yl) carbonate